NC=1C=CC(=C2CN(C(C12)=O)CC(C#N)=C)C1=CC=C2C=NN(C2=C1)CC1CC1 2-({7-amino-4-[1-(cyclopropylmethyl)-1H-indazol-6-yl]-1-oxo-2,3-dihydro-1H-isoindol-2-yl}methyl)prop-2-enenitrile